Difluorobicyclo[2.2.2]octane-2-carboxylic acid ethyl ester C(C)OC(=O)C1C2CCC(C1(F)F)CC2